2-(3-bromo-2,5,6-trifluorophenethyl)-6-(2,5-dimethyl-1H-pyrrol-1-yl)-4-methylpyridine BrC=1C(=C(CCC2=NC(=CC(=C2)C)N2C(=CC=C2C)C)C(=C(C1)F)F)F